4,4',4'',4'''-(naphthalene-1,4-diylbis(pyridine-4,2,6-triyl))tetrabenzoic acid C1(=CC=C(C2=CC=CC=C12)C1=CC(=NC(=C1)C1=CC=C(C(=O)O)C=C1)C1=CC=C(C(=O)O)C=C1)C1=CC(=NC(=C1)C1=CC=C(C(=O)O)C=C1)C1=CC=C(C(=O)O)C=C1